3-[(R)-Hydroxy-{5-[5-(2-hydroxy-2-methyl-propyl)-[1,2,4]oxadiazol-3-yl]-pyridin-3-yl}-(4-isopropyl-phenyl)-methyl]-3-methyl-azetidine-1-carboxylic acid tert-butyl ester C(C)(C)(C)OC(=O)N1CC(C1)(C)[C@](C1=CC=C(C=C1)C(C)C)(C=1C=NC=C(C1)C1=NOC(=N1)CC(C)(C)O)O